5-[bis(thienylmethyl)aminocarbonyloxymethoxymethoxy]dimethylaminobenzene S1C(=CC=C1)CN(C(=O)OCOCOC=1C=CC=C(C1)N(C)C)CC=1SC=CC1